3-[5-[(1R)-2-[3-(3-fluorophenoxy)azetidin-1-yl]cyclohexoxy]-2-oxo-benzo[cd]indol-1-yl]piperidine-2,6-dione FC=1C=C(OC2CN(C2)C2[C@@H](CCCC2)OC=2C=CC=3C(N(C4=CC=CC2C34)C3C(NC(CC3)=O)=O)=O)C=CC1